5-Chloro-6-methyl-4-oxo-N-(2-oxo-2,3,4,5-tetrahydro-1H-benzo[b]azepin-3-yl)-1-phenyl-1,4-dihydropyridazine-3-carboxamide ClC=1C(C(=NN(C1C)C1=CC=CC=C1)C(=O)NC1CCC2=C(NC1=O)C=CC=C2)=O